C(#N)C1=CC(=C(COC2=CC=CC=N2)C=C1)OC 6-((4-cyano-2-methoxybenzyl)oxy)pyridine